1-(4-chlorobenzyl)-3-(4-(2-morpholinoethoxy)phenyl)urea ClC1=CC=C(CNC(=O)NC2=CC=C(C=C2)OCCN2CCOCC2)C=C1